CC(CC(C)(C)C)(C)C1=CC=C(C=C1)OC1=CC=C(C=C1)C(CC(C)(C)C)(C)C p-(1,1,3,3-tetramethylbutyl)phenylether